CC=1OC(=CC1C(=O)NC1=NC(=NS1)CC(C)N1CCN(CC1)C)C1=CC(=CC=C1)C(F)(F)F 2-Methyl-N-(3-(2-(4-methylpiperazin-1-yl)propyl)-1,2,4-thiadiazol-5-yl)-5-(3-(trifluoro-methyl)phenyl)furan-3-carboxamide